CN(C1(CCC1)CNC=1C2=C(N=C(N1)OC[C@]13CCCN3C[C@@H](C1)F)C(=C(N=C2)C2=CC(=CC1=CC=C(C(=C21)CC)F)O)F)C 4-(4-(((1-(dimethylamino)cyclobutyl)methyl)amino)-8-fluoro-2-(((2R,7aS)-2-fluorohexahydro-1H-pyrrolizin-7a-yl)methoxy)pyrido[4,3-d]pyrimidin-7-yl)-5-ethyl-6-fluoronaphthalen-2-ol